N-(2-acetamido-4-((4-(7-methoxy-1H-indol-3-yl)-5-(trifluoromethyl)pyrimidin-2-yl)amino)phenyl)-N-(2-(dimethylamino)ethyl)acetamide C(C)(=O)NC1=C(C=CC(=C1)NC1=NC=C(C(=N1)C1=CNC2=C(C=CC=C12)OC)C(F)(F)F)N(C(C)=O)CCN(C)C